C(C)OC(=O)C1=CC2=C(C(N(C=C2C2=C(C=CC(=C2)S(=O)(=O)C)OC2=C(C=C(C=C2C)F)C)C)=O)N1.C(C)NC(C1=CC(=CC=C1)NC1=CC=NC2=CC(=CC=C12)C(F)(F)F)=O N-ethyl-3-[(7-trifluoromethylquinolin-4-yl)amino]Benzamide ethyl-4-[2-(4-fluoro-2,6-dimethylphenoxy)-5-methanesulfonylphenyl]-6-methyl-7-oxo-1H-pyrrolo[2,3-c]pyridine-2-carboxylate